7-Bromo-6-fluorobenzo[b]thiophene-2-carboxylic acid ethyl ester C(C)OC(=O)C1=CC2=C(S1)C(=C(C=C2)F)Br